N-(cyclopropylmethyl)-5-(4,4,5,5-tetramethyl-1,3,2-dioxaborolan-2-yl)pyrimidin-2-amine C1(CC1)CNC1=NC=C(C=N1)B1OC(C(O1)(C)C)(C)C